C(C)(C)(C)OC(=O)N1C(CCC1)C(N(C)[C@@H](C(=O)OC)C1=CC=CC=C1)=O (((R)-2-methoxy-2-oxo-1-phenylethyl)(methyl)carbamoyl)pyrrolidine-1-carboxylic acid tert-butyl ester